C(C(=O)O)(=O)O.O[C@@]1(C([C@@](CCC1)(C1=CC=C(C=C1)C(F)(F)F)NC)=O)C (2S,6R)-2-Hydroxy-2-methyl-6-methylamino-6-(4-(trifluoromethyl)phenyl)cyclohexane-1-one oxalate